FC1=CC=C2C=CC(=NC2=C1)C=1NCCCC1 7-Fluoro-2-(1,4,5,6-tetrahydropyridin-2-yl)quinoline